(R)-N-(6-(2-(tert-butylamino)-2-oxoethyl)-6-azaspiro[2.5]oct-1-yl)-3-fluoro-5-(trifluoromethyl)benzamide C(C)(C)(C)NC(CN1CCC2(C[C@H]2NC(C2=CC(=CC(=C2)C(F)(F)F)F)=O)CC1)=O